BrCCCOC1=CC=C(C=C1)C(C=CC1=CC=CC=C1)=O 1-(4-(3-bromopropyloxy)phenyl)-3-phenyl-2-propen-1-one